5-(2-methyl-1,3-dioxolan-2-yl)thiazole-2-carbaldehyde CC1(OCCO1)C1=CN=C(S1)C=O